ethylenediaminetetraacetic acid dipotassium magnesium salt [Mg+2].[K+].[K+].C(CN(CC(=O)[O-])CC(=O)[O-])N(CC(=O)[O-])CC(=O)[O-]